Cl.OC=1C=CC(=C2C=CC(NC12)=O)C(CO)NCCC1=CC=C(C=C1)NC(C(C)C)=O 8-hydroxy-5-{2-hydroxy-1-[2-(4-isobutyrylaminophenyl)-ethylamino]ethyl}-(1H)-quinolin-2-one hydrochloride